(Z)-3-(3-iodophenyl)acrolein IC=1C=C(C=CC1)\C=C/C=O